ClCC1=C(C=CC(=C1)OC(F)(F)F)F 2-(chloromethyl)-1-fluoro-4-(trifluoromethoxy)benzene